2-(4-(methylamino)butyl)-3-neopentyl-4-oxo-3,4-dihydroquinazoline-6-carbonitrile bis-hydrochloride salt Cl.Cl.CNCCCCC1=NC2=CC=C(C=C2C(N1CC(C)(C)C)=O)C#N